Cl[Si](CCCC#N)(C)C 4-[chloro(dimethyl)silyl]butanenitrile